butantetracarboxylic acid C(C(CC)C(=O)O)(C(=O)O)(C(=O)O)C(=O)O